C(C(C)(C)C)C=1CC2=C(C(=C(C=C2C1)C(C)(C)C)OC)C1=CC(=CC(=C1)C)C 2-neopentyl-5-tert-butyl-7-(3,5-dimethylphenyl)-6-methoxy-1H-indene